tert-butyl (4-(methoxy(methyl)carbamoyl)-1,2,5-oxadiazol-3-yl)carbamate CON(C(=O)C=1C(=NON1)NC(OC(C)(C)C)=O)C